C1(CC1)C1=CC=2NC(N=C(C2S1)N(C)C)=O 6-cyclopropyl-4-(dimethylamino)-1H-thieno[3,2-d]pyrimidin-2-one